The molecule is a glycosyloxyflavone that is gossypetin attached to a beta-D-glucopyranosyl residue at position 8 via a glycosidic linkage. It has a role as a neuroprotective agent and a plant metabolite. It is a 7-hydroxyflavonol, a pentahydroxyflavone, a glycosyloxyflavone and a monosaccharide derivative. It derives from a gossypetin. C1=CC(=C(C=C1C2=C(C(=O)C3=C(O2)C(=C(C=C3O)O)O[C@H]4[C@@H]([C@H]([C@@H]([C@H](O4)CO)O)O)O)O)O)O